C1(=CC=CC2=CC=CC=C12)CCN1N=NC(=C1)CN1N=NN=C1 1-((1-(2-(naphthalen-1-yl)ethyl)-1H-1,2,3-triazol-4-yl)methyl)-1H-tetrazole